C1=NC=CC2=CC(=CC=C12)C1C(C1)C(=O)OC(C)(C)C tert-butyl 2-(isoquinolin-6-yl)cyclopropanecarboxylate